CC(C(CN1N=CC(=C1)C=1N=C(C=2N(C1)N=CC2)C=2C=NN(C2)C(CC)CC)O)(C)C 3,3-dimethyl-1-(4-(4-(1-(pentan-3-yl)-1H-pyrazol-4-yl)pyrazolo[1,5-a]pyrazin-6-yl)-1H-pyrazol-1-yl)butan-2-ol